C(#N)C(C)(C)ON(C(C(C#N)(C)C)C1=CC=CC=C1)C1CCCCC1 3-(((2-cyanoprop-2-yl)oxy)(cyclohexyl)amino)-2,2-dimethyl-3-phenylpropionitrile